(2S,4R)-1-[(2S)-2-(4-cyclopropyltriazol-1-yl)-3,3-dimethyl-butanoyl]-4-hydroxy-N-[[6-(2-methylmorpholin-4-yl)-3-pyridyl]methyl]pyrrolidine-2-carboxamide C1(CC1)C=1N=NN(C1)[C@H](C(=O)N1[C@@H](C[C@H](C1)O)C(=O)NCC=1C=NC(=CC1)N1CC(OCC1)C)C(C)(C)C